ClC1=CC=C(C=N1)C=1C(=NC=CC1OC1=C(N=C(S1)C)C1=CC=CC=C1)N (6-chloropyridin-3-yl)-4-((2-methyl-4-phenylthiazol-5-yl)oxy)pyridin-2-amine